CN1C=C(C=2C1=CN=C(C2)NC(OC)=O)C2=CC(=C1C(=N2)C2(OCC1)COCC2)OC2COC2 methyl (1-methyl-3-(4'-(oxetan-3-yloxy)-4,5,5',6'-tetrahydro-2H-spiro[furan-3,8'-pyrano[3,4-b]pyridin]-2'-yl)-1H-pyrrolo[2,3-c]pyridin-5-yl)carbamate